tert-butyl (2R,5S)-4-[7-(4-cyano-2-pyridinyl)spiro[6H-pyrrolo[2,3-d]pyrimidine-5,1'-cyclobutane]-4-yl]-2,5-dimethylpiperazine-1-carboxylate C(#N)C1=CC(=NC=C1)N1CC2(CCC2)C2=C1N=CN=C2N2C[C@H](N(C[C@@H]2C)C(=O)OC(C)(C)C)C